C(CCC)OC(C(CC=O)NC(C(CC(=O)C1=C(C=CC=C1)NC(C1=CC=CC=C1)=O)NC(CCC)=O)=O)=O (4-(2-benzoylaminophenyl)-2-butyrylamino-4-oxobutyrylamino)-4-oxobutanoic acid butyl ester